1-(4-(6-chloro-8-fluoro-7-(2-fluoro-6-hydroxyphenyl)-2-(tetrahydro-2H-pyran-4-yloxy)quinazolin-4-yl)piperazin-1-yl)prop-2-en-1-one ClC=1C=C2C(=NC(=NC2=C(C1C1=C(C=CC=C1O)F)F)OC1CCOCC1)N1CCN(CC1)C(C=C)=O